5-fluoro-2-methoxyPhenyl-acetic acid methyl ester COC(CC1=C(C=CC(=C1)F)OC)=O